3-(3-nitrophenyl)-1,2,4-oxadiazol-5-ol [N+](=O)([O-])C=1C=C(C=CC1)C1=NOC(=N1)O